1-(3-methoxy-4-phenoxyphenyl)-3-(4-methoxyphenyl)urea COC=1C=C(C=CC1OC1=CC=CC=C1)NC(=O)NC1=CC=C(C=C1)OC